N-(5-(4-amino-1-methyl-1H-pyrazole-3-carbonyl)-5,6-dihydro-4H-pyrrolo[3,4-d]thiazol-2-yl)2'-chloro-5'-methoxy-6-methyl-[4,4'-bipyridine]-3-carboxamide NC=1C(=NN(C1)C)C(=O)N1CC=2N=C(SC2C1)NC(=O)C=1C=NC(=CC1C1=CC(=NC=C1OC)Cl)C